N-(1-(3-cyano-6-(1-methyl-1H-pyrazol-4-yl)pyrazolo[1,5-a]pyridin-4-yl)-4-Methylpiperidin-4-yl)-2-(6-(4-fluoro-1H-pyrazol-1-yl)pyridin-3-yl)acetamide C(#N)C=1C=NN2C1C(=CC(=C2)C=2C=NN(C2)C)N2CCC(CC2)(C)NC(CC=2C=NC(=CC2)N2N=CC(=C2)F)=O